2-imidazo[1,2-a]pyridin-6-yl-propan-2-ol N=1C=CN2C1C=CC(=C2)C(C)(C)O